C(C(C)C)NC1=CC(=CC(=N1)N1C(C2=CC(=CC(=C2C1)C(F)(F)F)CNC1(CCC1)C)=O)C1(CCC1)CC1=NN=CN1C 2-(6-(isobutylamino)-4-(1-((4-methyl-4H-1,2,4-triazol-3-yl)methyl)cyclobutyl)pyridin-2-yl)-6-(((1-methylcyclobutyl)amino)methyl)-4-(trifluoromethyl)isoindolin-1-one